ClC1=CC(=C2CC(CC2=C1)NC(OC(C)(C)C)=O)C#N tert-butyl (6-chloro-4-cyano-2,3-dihydro-1H-inden-2-yl)carbamate